C(C1=CC=CC=C1)OC1CC(C1)(F)CN1CCN(CC1)C1=C(C=C(C=C1)[N+](=O)[O-])F 1-[(3-benzyloxy-1-fluoro-cyclobutyl)methyl]-4-(2-fluoro-4-nitro-phenyl)piperazine